diethyl-2-(tetrahydro-2H-pyran-4-carboxamido)-5-(5-nitrothiophen-2-yl)methyleneaminothiophene-3,4-dicarboxylic acid C(C)OC(=O)C=1C(=C(SC1N=CC=1SC(=CC1)[N+](=O)[O-])NC(=O)C1CCOCC1)C(=O)OCC